N(=[N+]=[N-])CCN(C(OC(C)(C)C)=O)C1=CC2=C(N=C(S2)C2=C(C=C(C=C2)C=2C=NC(=CC2)N(C)C)C(F)(F)F)C=C1 tert-butyl N-(2-azidoethyl)-N-[2-[4-[6-(dimethylamino)pyridin-3-yl]-2-(trifluoromethyl)phenyl]-1,3-benzothiazol-6-yl]carbamate